C(C)N1C(=CC=2C1=NC=CC2)C2=NC1=C(N2C)C(=CC(=C1)C(=O)O)OC 2-{1-ethyl-1H-pyrrolo[2,3-b]pyridin-2-yl}-7-methoxy-1-methyl-1H-1,3-benzodiazole-5-carboxylic acid